CN1CC(C1)(C1=CC=CC2=CC=CC=C12)C1=C(C(=O)N)C=C(C=C1)OCCNC (1-methyl-3-(naphthalen-1-yl)azetidin-3-yl)-5-(2-(methylamino)ethoxy)benzamide